7-(3,8-diazabicyclo[3.2.1]oct-3-yl)-2-(1-methyl-1H-pyrazol-4-yl)-3H-imidazo[4,5-b]pyridine hydrochloride Cl.C12CN(CC(CC1)N2)C2=C1C(=NC=C2)NC(=N1)C=1C=NN(C1)C